COC=1C=C(CN2C[C@H](N(CC2)C2CC3(C2)CCN(CC3)C(=O)OC(C)(C)C)C3=C(C=CC=C3)C(C)C)C=CC1OC tert-butyl (R)-2-(4-(3,4-dimethoxybenzyl)-2-(2-isopropylphenyl)piperazin-1-yl)-7-azaspiro[3.5]nonane-7-carboxylate